C1(CCCC1)N(C(=O)N1CCN(CC1)C1=C2C=NN(C2=CC(=C1)S(=O)(=O)NC1(CC1)C)C=1SC(=NN1)C(F)F)C N-cyclopentyl-4-(1-(5-(difluoromethyl)-1,3,4-thiadiazol-2-yl)-6-(N-(1-methylcyclopropyl)aminosulfonyl)-1H-indazol-4-yl)-N-methylpiperazine-1-carboxamide